C(C)(C)(C)OC(=O)N(CCNC(C(=O)OC)(C)C)[C@@H](C)C1=C(C(=CC(=C1)F)Cl)COC1=CC=C(C=C1)OC (s)-methyl 2-(2-(tert-butoxycarbonyl(1-(3-chloro-5-fluoro-2-((4-methoxyphenoxy)methyl)phenyl)ethyl)amino)ethylamino)-2-methylpropanoate